N-3-acetylcyclopropylamine C(C)(=O)C1CC1N